FC1CN(C1)C1=C2C(=NC=C1)N(N=C2)C2=CC=C(C=C2)OC(F)(F)F 4-(3-fluoroazetidin-1-yl)-1-(4-(trifluoromethoxy)phenyl)-1H-pyrazolo[3,4-b]pyridine